CC1=NOC(=C1C1=CC(=C(CCN2[C@@H]([C@H]([C@@H]([C@H](C2)O)O)O)C)C(=C1)F)F)C (2r,3r,4r,5s)-1-(4-(3,5-dimethylisoxazol-4-yl)-2,6-difluorophenethyl)-2-methylpiperidine-3,4,5-triol